N1CC(CC1)NC(OC(C)(C)C)=O tert-Butyl N-pyrrolidin-3-ylcarbamate